FC1=C(CO[C@@H]2CC[C@H](CC2)C(=O)NCC2=C(C(=C(C=C2)C(F)(F)F)C=2NC(C=C(N2)C(F)(F)F)=O)F)C=CC(=C1)F trans-4-[(2,4-difluorobenzyl)oxy]-N-{2-fluoro-3-[6-oxo-4-(trifluoromethyl)-1,6-dihydropyrimidin-2-yl]-4-(trifluoromethyl)benzyl}cyclohexane-1-carboxamide